[Ge](F)(F)(F)F Germanium(IV) fluoride